6,6-bis(((E)-hept-2-en-1-yl)oxy)hexanenitrile C(\C=C\CCCC)OC(CCCCC#N)OC\C=C\CCCC